1-(1-tosyl-1H-indol-4-yl)ethanone S(=O)(=O)(C1=CC=C(C)C=C1)N1C=CC2=C(C=CC=C12)C(C)=O